3-(3-(Dimethylamino)acryloyl)-3-methyl-2-carbonylpyrrolidine-1-carboxylic acid tert-butyl ester C(C)(C)(C)OC(=O)N1C(C(CC1)(C)C(C=CN(C)C)=O)=C=O